N1(C=CC=C1)C1=C(C(=O)O)C=CC=C1 2-(1H-pyrrol-1-yl)benzoic acid